COC1=C(C(=O)NC2=CC=C(C=C2)OC)C=CC(=C1)[N+](=O)[O-] 2-methoxy-N-(4-methoxyphenyl)-4-nitrobenzamide